CC1=C(C(=O)OC)C=CC(=C1)OC1=C(C=C(C=C1)[N+](=O)[O-])C methyl 2-methyl-4-(2-methyl-4-nitrophenoxy)benzoate